N-(3-(piperidine-1-carbonyl)phenyl)-4-(1H-pyrrolo[2,3-b]pyridin-5-yl)benzo[b]thiophene-2-carboxamide N1(CCCCC1)C(=O)C=1C=C(C=CC1)NC(=O)C1=CC2=C(S1)C=CC=C2C=2C=C1C(=NC2)NC=C1